5-(4-(((3S,4R)-3-hydroxy-4-((5-(trifluoromethyl)pyridin-2-yl)amino)piperidin-1-yl)sulfonyl)phenyl)nicotinamide O[C@H]1CN(CC[C@H]1NC1=NC=C(C=C1)C(F)(F)F)S(=O)(=O)C1=CC=C(C=C1)C=1C=NC=C(C(=O)N)C1